Cuprous 3-methylsalicylate CC1=C(C(C(=O)[O-])=CC=C1)O.[Cu+]